C[C@H](CNCC=1C=CC=2N(C1)C=C(N2)CNC(=O)C=2N=C1N(C(C2)=O)C=CC=C1)CC N-[[6-[[[(2S)-2-methylbutyl]amino]methyl]imidazo[1,2-a]pyridin-2-yl]methyl]-4-oxo-pyrido[1,2-a]pyrimidine-2-carboxamide